3-Methyl-N-(1-methylazetidin-3-yl)-5,7-diphenylpyrazolo[1,5-a]pyrimidine-2-carboxamide CC=1C(=NN2C1N=C(C=C2C2=CC=CC=C2)C2=CC=CC=C2)C(=O)NC2CN(C2)C